NC=1C=C(C(=O)NCC(=O)NC[C@@H](C(=O)OC)NC(=O)C=2C(=NOC2C)C)C=CC1 (S)-methyl 3-(2-(3-aminobenzamido)acetamido)-2-(3,5-dimethylisoxazole-4-carboxamido)propanoate